isopropyl N-[6-[5-[(1S)-1-[[6-chloro-8-(trifluoromethyl)quinazolin-4-yl]amino]ethyl]-1,2,4-triazol-1-yl]pyrimidin-4-yl]carbamate ClC=1C=C2C(=NC=NC2=C(C1)C(F)(F)F)N[C@@H](C)C1=NC=NN1C1=CC(=NC=N1)NC(OC(C)C)=O